2-methyl-2-(3-((6-methyl-5-nitropyridin-3-yl)ethynyl)phenyl)propanenitrile CC(C#N)(C)C1=CC(=CC=C1)C#CC=1C=NC(=C(C1)[N+](=O)[O-])C